CC=1C=C(C=CC1N)N 3-methyl-1,4-diaminobenzene